C(C(C)(C)C)(=O)N[C@@H](CC1=CC=CC=C1)C(=O)O pivaloylphenylalanine